N-(4-(1-(4,4-dimethyl-2-oxotetrahydrofuran-3-yl)-1H-1,2,3-triazol-4-yl)-3,5-difluorophenyl)-2-(2-fluoro-3-(trifluoromethyl)phenyl)acetamide CC1(C(C(OC1)=O)N1N=NC(=C1)C1=C(C=C(C=C1F)NC(CC1=C(C(=CC=C1)C(F)(F)F)F)=O)F)C